5-Phenyl-isoxazole-3-carboxylic acid {2-oxo-2-[4-(3-trifluoromethyl-phenoxy)-piperidin-1-yl]-ethyl}-amide O=C(CNC(=O)C1=NOC(=C1)C1=CC=CC=C1)N1CCC(CC1)OC1=CC(=CC=C1)C(F)(F)F